8-(4-bromobenzyl)-3-oxa-8-azabicyclo[3.2.1]octane BrC1=CC=C(CN2C3COCC2CC3)C=C1